C(CC)N(C(=O)N)CCOC1=C(C=C(C=C1Cl)Cl)Cl N-propyl-N-[2-(2,4,6-trichlorophenoxy)ethyl]urea